O1N=C(N=C1)C1=NC=CC(=C1)NO N-(2-(1,2,4-oxadiazol-3-yl)pyridin-4-yl)hydroxylamine